6-chloro-N-[(3R)-1-cyclopropylpiperidin-3-yl]-5-methyl-1,2,4-triazin-3-amine ClC1=C(N=C(N=N1)N[C@H]1CN(CCC1)C1CC1)C